2-(Chloromethyl)pyrimidine HCl HCl Cl.Cl.ClCC1=NC=CC=N1